S1NC=NC2=C1C=CC=C2 1,2,4-benzothiadiazine